CC1=NOC(=C1NC(=O)C1=CC=C2C(=CNC2=C1)C1=NC(=NC=C1C(F)(F)F)N[C@H]1CC[C@@H](N(C1)C(=O)OCC1=CC=CC=C1)C)C Benzyl (2S,5S)-5-((4-(6-((3,5-dimethylisoxazol-4-yl)carbamoyl)-1H-indol-3-yl)-5-(trifluoromethyl)pyrimidin-2-yl)amino)-2-methylpiperidine-1-carboxylate